2-(4-Butyl-phenoxy)-N-(5,6-dimethoxy-benzothiazol-2-yl)-2-(4-ethanesulfonyl-phenyl)-acetamide C(CCC)C1=CC=C(OC(C(=O)NC=2SC3=C(N2)C=C(C(=C3)OC)OC)C3=CC=C(C=C3)S(=O)(=O)CC)C=C1